COC1=CC=C(N=N1)CN1C(NC2=NC=C(C=C21)C2=CC(=CC=C2)C(F)(F)F)=O 1-[(6-methoxypyridazin-3-yl)methyl]-6-[3-(trifluoromethyl)phenyl]-3H-imidazo[4,5-b]pyridin-2-one